(3aS,10aS)-ethyl 8-((4-fluoro-3-methylphenyl)carbamoyl)-7-methyl-3a,4,10,10a-tetrahydro-1H,7H-dipyrrolo[3,4-b:3',4'-f][1,4,5]oxathiazocine-2(3H)-carboxylate 5,5-dioxide FC1=C(C=C(C=C1)NC(=O)C=1N(C=C2C1OC[C@@H]1[C@H](NS2(=O)=O)CN(C1)C(=O)OCC)C)C